O=C1NC(CCC1N1C(C2=CC=C(C=C2C1=O)NCCC(=O)N1CCN(CC1)C1=CC=C(C=C1)C1=NNC2=C1N=C(N=C2)C2=C(C=CC=C2OC)F)=O)=O 2-(2,6-Dioxopiperidin-3-yl)-5-((3-(4-(4-(5-(2-Fluoro-6-methoxyphenyl)-1H-pyrazolo[4,3-d]pyrimidin-3-yl)phenyl)piperazin-1-yl)-3-oxopropyl)amino)isoindolin-1,3-dion